Tert-butyl 3-((5-cyclopropyl-3-(2,6-dichlorophenyl)isoxazol-4-yl)methoxy)pyrrolidine-1-carboxylate C1(CC1)C1=C(C(=NO1)C1=C(C=CC=C1Cl)Cl)COC1CN(CC1)C(=O)OC(C)(C)C